FC=1C=C(C=CC1F)NC(N)=O 3-(3,4-difluorophenyl)urea